3-[3-(aminomethyl)cyclohexyl]propylamine NCC1CC(CCC1)CCCN